2-((2S,3S,4R)-2-(aminomethyl)-5-chloro-3-hydroxy-2-phenyl-2,3-dihydrobenzofuran-4-yl)-3-fluoro-4-methoxybenzamide NC[C@@]1(OC2=C([C@@H]1O)C(=C(C=C2)Cl)C2=C(C(=O)N)C=CC(=C2F)OC)C2=CC=CC=C2